ClC(C)(CC)N=NC(C)(CC)Cl dichloro-2,2'-azobis-butane